FC(C1=CN(C(=C1C1=CC=C(C=C1)F)F)C1=CC=C(N)C=C1)F 4-(3-difluoromethyl-5-fluoro-4-(4-fluorophenyl)-1H-pyrrol-1-yl)aniline